C(CCCCCCCCCCCCCCCCCCC)OP(O)(O)=O eicosyl-phosphoric acid